CCCCC(CCCC)C(=O)N Nonane-5-carboxamide